N[C@](C(=O)N[C@@H]1[C@H]([C@H](NC1)C(=O)O)CCCB(O)O)(C(C)C)C (2S,3R,4R)-4-((S)-2-amino-2,3-dimethylbutanamido)-3-(3-boronopropyl)pyrrolidine-2-carboxylic acid